(6-Chlorochroman-3-yl)-[6-(5-chloro-1H-pyrazol-4-yl)-1-[(3-hydroxycyclobutyl)methyl]pyrrolo[3,2-c]pyridin-3-yl]methanone ClC=1C=C2CC(COC2=CC1)C(=O)C1=CN(C2=C1C=NC(=C2)C=2C=NNC2Cl)CC2CC(C2)O